F[C@H]1[C@H]([C@@H](O[C@@H]1CO)N1C=NC=2C(O)=NC=NC12)O 3'-deoxy-3'-fluoroinosine